triphenoxyphosphorus O(C1=CC=CC=C1)P(OC1=CC=CC=C1)OC1=CC=CC=C1